1-(4-Fluoro-2-methylphenyl)-3-(6-methoxy-2-methylpyridin-3-yl)-7-(trifluoromethyl)-2,3-dihydroquinazoline-4(1H)-thione FC1=CC(=C(C=C1)N1CN(C(C2=CC=C(C=C12)C(F)(F)F)=S)C=1C(=NC(=CC1)OC)C)C